ClC=1C=C(C=C(C1OC1=CC(=C(C=C1)O)C[2H])Cl)N1N=C(C(NC1=O)=O)C#N 2-(3,5-Dichloro-4-(4-hydroxy-3-(deuteromethyl)phenoxy)phenyl)-3,5-dioxo-2,3,4,5-Tetrahydro-1,2,4-triazine-6-carbonitrile